[N-]=[N+]=[N-].P(=O)(OC1=CC=CC=C1)(OC1=CC=CC=C1)[O-] Diphenyl Phosphate Azide